5-amino-2,3-dihydro-phthalazine NC=1C2=CNNC=C2C=CC1